ClC=1C(=C(C=CC1)N1N=C2C(C=NC(=C2)N2CCC3(CC2)[C@@H](C2=CC=CC=C2C3)N)=C1)C (S)-1'-(2-(3-chloro-2-methylphenyl)-2H-pyrazolo[4,3-c]pyridin-6-yl)-1,3-dihydrospiro[inden-2,4'-piperidin]-1-amine